C(#N)C(C(=O)NC=1SC=C(N1)C1=CC=CC=C1)=CC=1N=CNC1 (E)- and (Z)-2-cyano-3-(1H-imidazol-4-yl)-N-(4-phenylthiazol-2-yl)acrylamide